P-nitrobenzaldehyde oxime C1=CC(=CC=C1/C=N/O)[N+](=O)[O-]